BrC=1C=CC=2N(C3=CC=C(C=C3C2C1)Br)CCCCP(O)(O)=O [4-(3,6-dibromo-9H-carbazole-9-yl)butyl]phosphonic acid